(R)-5-(7-chloro-3-cyclohexyl-2-methyl-1,1-dioxido-5-phenyl-2,3,4,5-tetrahydrobenzo[f][1,2,5]thiadiazepin-8-yl)thiophene-2-carboxylic acid ClC=1C(=CC2=C(N(C[C@H](N(S2(=O)=O)C)C2CCCCC2)C2=CC=CC=C2)C1)C1=CC=C(S1)C(=O)O